C(CCCCCCCC(CCC)O)O 1,9-dodecanediol